COC=1C=C(C=CC1)C1=NC(=NC(=N1)C1=CC=CC=C1)C1=CC=CC=C1 2-(3-methoxyphenyl)-4,6-diphenyl-1,3,5-triazine